BrC1=CC=2N(N=CC2S1)S(=O)(=O)C1=CC=C(C=C1)C 5-bromo-1-(4-methylbenzenesulfonyl)thieno[3,2-c]pyrazole